6-((2-aminothiazol-5-yl)methyl)-4-methyl-2-(methylsulfinyl)-4H-thiazolo[5',4':4,5]pyrrolo[2,3-d]pyridazin-5(6H)-one NC=1SC(=CN1)CN1N=CC2=C(C1=O)N(C1=C2SC(=N1)S(=O)C)C